C(#N)C=1C=CC(=C(C1)C1(CC1)C(=O)N[C@H](C(=O)O)CCN(CCCCC1=NC=2NCCCC2C=C1)C[C@@H](CF)OC)F (S)-2-(1-(5-cyano-2-fluorophenyl)cyclopropane-1-carboxamido)-4-(((S)-3-fluoro-2-methoxypropyl)(4-(5,6,7,8-tetrahydro-1,8-naphthyridin-2-yl)butyl)amino)butanoic acid